CC(C(=O)OC(=O)OCC1=CC=CC=C1)C1=CC=CC=C1 carbobenzoxy methylphenylacetate